2-(7-((1R,2R)-2-hydroxycyclobutyl)-6,7-dihydro-5H-pyrrolo[2,3-c]pyridazin-3-yl)-3-methyl-5-(trifluoromethyl)phenol O[C@H]1[C@@H](CC1)N1CCC2=C1N=NC(=C2)C2=C(C=C(C=C2C)C(F)(F)F)O